C(CCCCCCCCCCCCC)N1C(=C(C(C=C1)=O)OCC1=CC=C(C=C1)O)C#N N-tetradecyl-2-cyano-3-(4-hydroxybenzyloxy)-pyridin-4-one